BrC=1C2=C(C=NC1)N=C(N2C)C(F)(F)F 7-bromo-1-methyl-2-(trifluoromethyl)imidazo[4,5-c]pyridin